N1N=CC2=CC(=CC=C12)CC(C)(N)C1=NC=CC=C1F ((1H-indazol-5-yl)methyl)-1-(3-fluoropyridin-2-yl)ethan-1-amine